2-chloro-3-(hydroxymethylene)-1-cyclohexene-1-formaldehyde ClC1=C(CCCC1=CO)C=O